11,12-dioxo-tetracyclo[4.4.0.12,5.17,10]-3-dodecene O=C1C2CCC1C1C3C=CC(C21)C3=O